C(=O)(OC(C)(C)C)NC1(CCC1)C(=O)O 1-(Boc-amino)cyclobutane-1-carboxylic acid